7-bromo-6-methyl-4-(5-oxospiro[7H-cyclopenta[b]pyridin-6,4'-piperidin]-1'-yl)pyrazolo[1,5-a]pyrazine-2-carboxylic acid ethyl ester C(C)OC(=O)C1=NN2C(C(=NC(=C2Br)C)N2CCC3(CC2)C(C=2C(=NC=CC2)C3)=O)=C1